FC(C1=NC=C(C(=C1)C1=C(C(=O)OCC2=CC=CC=C2)C=CC(=C1)B1OC(C(O1)(C)C)(C)C)OC)F benzyl 2-(2-(difluoromethyl)-5-methoxypyridin-4-yl)-4-(4,4,5,5-tetramethyl-1,3,2-dioxaborolan-2-yl)benzoate